CC=1C=C(C=C(C1)C)C=1C2=C(N=CN1)C(=CS2)CC(C)C 4-(3,5-dimethylphenyl)-7-isobutyl-thieno[3,2-d]pyrimidine